CC1CCC(C(C1)=O)C(C)C 5-Methyl-2-(1-methylethyl)-cyclohexanone